6-(1-methyl-1H-pyrazol-4-yl)-5,6,7,8-tetrahydroimidazo[1,2-a]pyridine-2-carboxylic acid CN1N=CC(=C1)C1CCC=2N(C1)C=C(N2)C(=O)O